ClC=1C=CC=2OCCN(C2N1)C 6-chloro-4-methyl-2H,3H-pyrido-[3,2-b][1,4]oxazine